2-((2-(4-(2-((6-(5-(((cyclohexyloxy)carbonyl)amino)-6-methylpyridin-3-yl)benzo[d]thiazol-2-yl)amino)-2-oxoethyl)piperazin-1-yl)pyrimidin-5-yl)oxy)propanoic acid C1(CCCCC1)OC(=O)NC=1C=C(C=NC1C)C1=CC2=C(N=C(S2)NC(CN2CCN(CC2)C2=NC=C(C=N2)OC(C(=O)O)C)=O)C=C1